2,6-diphenyl-4-chlorotriazine C1(=CC=CC=C1)N1NC(=CC(=N1)Cl)C1=CC=CC=C1